9-isobutyl-11,12-dimethyl-tetracyclo[4.4.0.12,5.17,10]-3-dodecene C(C(C)C)C1CC2C3C4C=CC(C3C1C2C)C4C